COC=1C=C(CN(C(=S)N)CC2=CC(=CC=C2)OCCOC)C=CC1 1-(3-methoxybenzyl)-1-(3-(2-methoxyethoxy)benzyl)thiourea